N1=C(C=CC=C1)C=1CN=C2C1N=C(N=C2C2=CC=NC=C2)N2CCOCC2 4-(7-(pyridin-2-yl)-4-(pyridin-4-yl)-6H-pyrrolo[3,2-d]pyrimidin-2-yl)morpholine